3,3'-Iminobis{1-[3-(triethoxysilyl)propyl]-5-ethyl-1,2,4-triazole} N(C1=NN(C(=N1)CC)CCC[Si](OCC)(OCC)OCC)C1=NN(C(=N1)CC)CCC[Si](OCC)(OCC)OCC